7-chloro-5-phenylnaphtho[1,2-b]benzofuran ClC1=CC=CC2=C1C1=C(O2)C=2C=CC=CC2C(=C1)C1=CC=CC=C1